tungsten indium tin oxide [Sn]=O.[In].[W]